2-amino-5-((2-amino-3,4-dioxocyclobut-1-en-1-yl)amino)pentanoic acid NC(C(=O)O)CCCNC1=C(C(C1=O)=O)N